ClC=1C=C2C3=C(N(C2=C(C1)C=1C=NC=NC1)CC(F)(F)F)C=NC=C3 6-Chloro-8-pyrimidin-5-yl-9-(2,2,2-trifluoro-ethyl)-9H-pyrido[3,4-b]indole